C(C)(C)(C)OC(=O)N(C)CC1=CC(=C(C(=C1)C)C=1C=C2C(=CN1)N(N=C2I)C(=O)OC(C)(C)C)F tert-Butyl 5-(4-((tert-butoxycarbonyl(methyl)amino)methyl)-2-fluoro-6-methylphenyl)-3-iodo-1H-pyrazolo[3,4-c]pyridine-1-carboxylate